FC1(CN(CC[C@H]1NC1=NN2C(C(=N1)OC)=C(C=C2)C=2C=C(C1=C(N(C(=N1)C)CCF)C2)F)C([2H])([2H])[2H])F (R)-N-(3,3-difluoro-1-(methyl-d3)piperidin-4-yl)-5-(4-fluoro-1-(2-fluoroethyl)-2-methyl-1H-benzo[d]imidazol-6-yl)-4-methoxypyrrolo[2,1-f][1,2,4]triazin-2-amine